C(C)(C)(C)OC(=O)N(CCCN(C(OC(C)(C)C)=O)C)CCOC1=CC=C2C(=CC=NC2=C1)Cl tert-butyl N-(3-{[(tert-butoxy) carbonyl] ({2-[(4-chloroquinolin-7-yl) oxy] ethyl}) amino} propyl)-N-methylcarbamate